4-(difluoromethyl)-N-[4-fluoro-2-[(3R)-3,4-dimethylpiperazin-1-yl]-5-[6-[(2R)-2-methylmorpholin-4-yl]pyridin-3-yl]phenyl]-1-methyl-6-oxopyridine-3-carboxamide FC(C=1C(=CN(C(C1)=O)C)C(=O)NC1=C(C=C(C(=C1)C=1C=NC(=CC1)N1C[C@H](OCC1)C)F)N1C[C@H](N(CC1)C)C)F